C(C1=CC=CC=C1)OCCC1=C(C(=NC(=C1C=1OC(=NN1)C)CCC1=CC=C(C=C1)F)CC(C)C)C#N 4-(2-benzyloxyethyl)-6-[2-(4-fluorophenyl)ethyl]-2-isobutyl-5-(5-methyl-1,3,4-oxadiazol-2-yl)pyridine-3-carbonitrile